[K].N(=O)N(O)C1CCCCC1 N-nitrosocyclohexyl-hydroxylamine potassium salt